4-chloro-3-(3,3,4-trifluoropyrrolidin-1-yl)-1H-indazole ClC1=C2C(=NNC2=CC=C1)N1CC(C(C1)F)(F)F